C(C)(C)(C)OC(=O)N1C2=C(C3=CC(=CC=C13)C1CCN(CC1)C(=O)OC(C)(C)C)CCOC1=C2C=C(N=C1)C 9-(1-(tert-Butoxycarbonyl)piperidin-4-yl)-2-methyl-6H-pyrido[3',4':2,3]oxepino[4,5-b]indole-12(7H)-carboxylic acid tert-butyl ester